4-(trifluoromethoxy)benzoic Acid FC(OC1=CC=C(C(=O)O)C=C1)(F)F